CC(C)(C1=CC=C(C=C1)OCC(CSCC(CS)S)S)C1=CC=C(C=C1)OCC(CSCC(CS)S)S 3,3'-((((propane-2,2-diylbis(4,1-phenylene))bis(oxy))bis(2-mercaptopropane-3,1-diyl))bis(sulfanediyl))bis(propane-1,2-dithiol)